N1=CC=NC2=CC(=CC=C12)C=1C=CN2N=C(N=CC21)N[C@@H]2C[C@H](C2)N trans-N1-(5-(quinoxalin-6-yl)pyrrolo[2,1-f][1,2,4]triazin-2-yl)cyclobutane-1,3-diamine